N4-[2-(2,3-Dichlorophenyl)ethyl]-N4-(2-methoxyethyl)-6-(1-tetrahydropyran-2-ylindazol-6-yl)-1,3,5-triazine-2,4-diamine ClC1=C(C=CC=C1Cl)CCN(C1=NC(=NC(=N1)C1=CC=C2C=NN(C2=C1)C1OCCCC1)N)CCOC